C(C)(C)[C@H]1C(NC=2C(=NC(=NC2N1C)NCC=1C=NN(C1)CC1=CC=C(C=C1)OC(F)(F)F)C)=O (S)-7-isopropyl-4,8-dimethyl-2-(((1-(4-(trifluoromethoxy)benzyl)-1H-pyrazol-4-yl)methyl)amino)-7,8-dihydropteridin-6(5H)-one